CC1(N(CCC1)CCNC(C1=CC(=C(C=C1)F)NC1=NN(C2=NC(=NC=C21)NC2=NC=CN=C2)C)=O)C N-(2-(2,2-dimethylpyrrolidin-1-yl)ethyl)-4-fluoro-3-((1-methyl-6-(pyrazin-2-ylamino)-1H-pyrazolo[3,4-d]pyrimidin-3-yl)amino)benzamide